C(C)(C)(C)NC(=O)C1=CC=C(C=C1)NC([C@H](CC1=CC=CC=C1)NC(OC(C)(C)C)=O)=O (S)-tert-butyl 1-(4-(tert-butylcarbamoyl) phenylamino)-1-oxo-3-phenylpropan-2-ylcarbamate